N-((S)-1-(((S)-1-cyano-2-((S)-2-oxopiperidin-3-yl)ethyl)amino)-4,4-dimethyl-1-oxopentan-2-yl)-7-fluoro-1H-indole-2-carboxamide C(#N)[C@H](C[C@H]1C(NCCC1)=O)NC([C@H](CC(C)(C)C)NC(=O)C=1NC2=C(C=CC=C2C1)F)=O